cetyltribromoammonium C(CCCCCCCCCCCCCCC)[N+](Br)(Br)Br